(S)-7-((6-((dimethylamino)-methyl)-5-(2-(2-hydroxypropan-2-yl)morpholino)pyridin-2-yl)amino)-4-(1-methyl-1H-pyrrolo[2,3-b]pyridin-4-yl)-2,3-dihydro-1H-pyrrolo[3,4-c]pyridin-1-one CN(C)CC1=C(C=CC(=N1)NC=1C2=C(C(=NC1)C1=C3C(=NC=C1)N(C=C3)C)CNC2=O)N2C[C@H](OCC2)C(C)(C)O